F[C@@H]1CN(CC1)S(=O)(=O)C1=CC(=C(C=C1)C1=NC2=CC(=CC=C2C(=C1)C)C(=O)OC)COC1OCCCC1 methyl 2-(4-[(3S)-3-fluoropyrrolidine-1-sulfonyl]-2-{[(oxacyclohexan-2-yl) oxy] methyl} phenyl)-4-methylquinoline-7-carboxylate